COC(=O)C1CC(N(CC1)S(=O)(=O)C1=C(C=CC=C1)C(F)(F)F)C 2-methyl-1-((2-(trifluoromethyl)phenyl)sulfonyl)piperidine-4-carboxylic acid methyl ester